CC(CC(=O)O)C(C(C)C)C 3,4,5-trimethylhexanoic acid